C(C)OC(=O)C=1C=C(N2C=CC=C2C1)C(C1=CC(=CC=C1)Br)=O 5-(3-bromobenzoyl)indolizine-7-carboxylic acid ethyl ester